1-[2-deoxy-β-D-erythro-pentofuranosyl]-1,3,4,7-tetrahydro-2H-1,3-diazepin-2-one [C@@H]1(C[C@H](O)[C@H](O1)CO)N1C(NCC=CC1)=O